N-(3-fluoro-4-(1-isopropyl-6-(1H-pyrazol-4-yl)-1H-indazol-5-yloxy)phenyl)-1-(4-fluorophenyl)-6-isopropyl-2-oxo-1,2-dihydropyridine-3-carboxamide FC=1C=C(C=CC1OC=1C=C2C=NN(C2=CC1C=1C=NNC1)C(C)C)NC(=O)C=1C(N(C(=CC1)C(C)C)C1=CC=C(C=C1)F)=O